C(C)[C@H]1NC2=CC=CC=C2CC1 (R)-2-ethyl-1,2,3,4-tetrahydroquinoline